CN1C(C(=C(C2=CC(=CC=C12)C)N1CCC(CC1)C=1OC2=C(N1)C=CC(=C2)C)C#N)=O 1,6-dimethyl-4-[4-(6-methyl-1,3-benzooxazol-2-yl)piperidin-1-yl]-2-oxo-1,2-dihydroquinoline-3-carbonitrile